1-[(1S,4S)-5-[4-[[5-(difluoromethoxy)-3-pyridyl]amino]pyrido[3,2-d]pyrimidin-6-yl]-2,5-diazabicyclo[2.2.1]heptan-2-yl]prop-2-en-1-one FC(OC=1C=C(C=NC1)NC=1C2=C(N=CN1)C=CC(=N2)N2[C@@H]1CN([C@H](C2)C1)C(C=C)=O)F